COC(=O)C1(CCN(CC1)C)CC1=C(C=C(C=C1)N)C 4-(4-amino-2-methylbenzyl)-1-methylpiperidine-4-carboxylic acid methyl ester